O=S1(CCN(CC1)C(NC=1C=NC=CC1)=O)=NC(OCC1=CC=CC=C1)=O benzyl N-[1-oxo-4-(3-pyridylcarbamoyl)-1,4-thiazinan-1-ylidene]carbamate